N(=[N+]=[N-])[C@@H](CC(=O)OC)CC1=CC(=CC=C1)C(F)(F)F Methyl (R)-3-azido-4-(3-(trifluoromethyl)phenyl)butanoate